C(C)(C)(C)C1=CC(=C(C=C1Cl)C=1NC=2C=CC=C(C2C(C1)=O)C(=O)N)C 2-(4-tert-butyl-5-chloro-2-methyl-phenyl)-4-oxo-1H-quinoline-5-carboxamide